2-(bis(4-methoxybenzyl)amino)oxazole-4-carboxylic acid ethyl ester C(C)OC(=O)C=1N=C(OC1)N(CC1=CC=C(C=C1)OC)CC1=CC=C(C=C1)OC